5-(3-bromophenyl)-1,3,2,4-dioxathiazole 2-oxide BrC=1C=C(C=CC1)C1=NOS(O1)=O